FC1=C(C=CC=C1F)C1=CN=C2N1N=CC=C2C=2C=NC(=C(C(=O)NC1=CC=C(C=C1)F)C2)C 5-(3-(2,3-difluorophenyl)imidazo[1,2-b]pyridazin-8-yl)-N-(4-fluorophenyl)-2-methylnicotinamide